26-Octacosenoic acid C(CCCCCCCCCCCCCCCCCCCCCCCCC=CC)(=O)O